C(C)(C)(C)OC(=O)N1N=C(C=C1C)NC1=NC(=CC(=C1)C)N1CCC(CC1)(C)NC(=O)OC(C)(C)C ((6-(4-((tert-Butoxycarbonyl)amino)-4-methylpiperidin-1-yl)-4-methylpyridin-2-yl)amino)-5-methyl-1H-pyrazole-1-carboxylic acid tert-butyl ester